hydroxy-1-methyl-proline O[C@@]1(N(CCC1)C)C(=O)O